ClC1=CN=C(S1)NC(C(C1=CC=C(C=C1)C=1N=NN(N1)CC(F)(F)F)C1CC(CC1)(F)F)=O rac-N-(5-chlorothiazol-2-yl)-2-(3,3-difluorocyclopentyl)-2-(4-(2-(2,2,2-trifluoroethyl)-2H-tetrazol-5-yl)phenyl)acetamide